N1=C(NC2=C1C=CC=C2)C=O benzo[d]imidazolal